ClC=1C=CC=2NC3=CC=CC=C3SC2C1 3-chlorophenothiazine